4-chloro-6-(2-fluoro-6-methoxyphenyl)-2-(1-methyl-1H-imidazol-2-yl)-5-phenylpyrrolo[2,1-f][1,2,4]triazine ClC1=NC(=NN2C1=C(C(=C2)C2=C(C=CC=C2OC)F)C2=CC=CC=C2)C=2N(C=CN2)C